C(C)(=O)OC1O[C@@H]([C@@H]([C@@H]([C@H]1OCC1=CC=CC=C1)OCC1=CC=CC=C1)OCC1=CC=CC=C1)COCC1=CC=CC=C1 (3R,4S,5S,6R)-3,4,5-tris(benzyloxy)-6-((benzyloxy)methyl)tetrahydro-2H-pyran-2-yl acetate